Cl.Cl.NC1CC(C1)N[C@@H]1C[C@@H](N(C2=CC=CC=C12)C(CC)=O)C |o1:8,10| 1-((2S*,4R*)-4-(((1r,3R)-3-aminocyclobutyl)amino)-2-methyl-3,4-dihydroquinolin-1(2H)-yl)propan-1-one dihydrochloride